1-(trans-1-(2-methoxyethyl)-4-phenylpyrrolidin-3-yl)-3-(1-methyl-1H-pyrazol-5-yl)urea COCCN1C[C@H]([C@@H](C1)C1=CC=CC=C1)NC(=O)NC1=CC=NN1C